N'-[3-[5,7-difluoro-2-(4-fluorophenyl)-1H-indol-3-yl]cyclobutyl]propanediamide FC=1C=C2C(=C(NC2=C(C1)F)C1=CC=C(C=C1)F)C1CC(C1)NC(CC(=O)N)=O